7-(3-(5H-pyrido[4,3-b]indol-7-yl)propanamido)-N-(4-(N-(3-(3-chloro-10,11-dihydro-5H-dibenzo[b,f]azepin-5-yl)propyl)-N-methylsulfamoyl)phenyl)heptanamide C1=NC=CC=2NC=3C=C(C=CC3C21)CCC(=O)NCCCCCCC(=O)NC2=CC=C(C=C2)S(N(C)CCCN2C1=C(CCC3=C2C=CC=C3)C=CC(=C1)Cl)(=O)=O